CC1OC2(CN1C(C=C)=O)CCNCC2 1-(2-methyl-1-oxa-3,8-diazaspiro[4.5]dec-3-yl)prop-2-en-1-one